C(#N)C=1C=C(C=C(C1)C(F)(F)F)C=1C(=NN(C1C(=O)O)C=1SC(=C(N1)C1=CC(=C(C=C1)Cl)Cl)SC(C)C)C 4-(3-cyano-5-(trifluoromethyl)phenyl)-1-(4-(3,4-dichlorophenyl)-5-(isopropylthio)thiazol-2-yl)-3-methyl-1H-pyrazole-5-carboxylic acid